OC1(CC(C1)N1C2=C(C3=C1N=NC(=C3)C3=C(C=C(C=C3C)C(F)(F)F)O)COC2)C 2-{8-[(1s,3s)-3-hydroxy-3-methylcyclobutyl]-7,8-dihydro-5H-furo[3',4':4,5]pyrrolo[2,3-c]pyridazin-3-yl}-3-methyl-5-(trifluoromethyl)phenol